Diethyl [(1E)-3-[N-(benzyloxy)-1-phenylformamido]prop-1-en-1-yl]phosphonate C(C1=CC=CC=C1)ON(C(=O)C1=CC=CC=C1)C/C=C/P(OCC)(OCC)=O